C(=O)(OC(C)(C)C)NCCCC[C@H](N)C(=O)O Nε-Boc-(S)-lysine